ClC=1C=C(C=CC1Cl)C1=C(C=CC(=C1)F)NC(=O)C=1C(=NN(C1)C)C(F)F N-(3',4'-dichloro-5-fluorobiphenyl-2-yl)-3-(difluoromethyl)-1-methylpyrazole-4-amide